C1(CC1)N1N=C(C(=C1)OC1=NC2=CC(=CC=C2C=C1)C=1C=NNC1)C1CCOCC1 ((1-cyclopropyl-3-(tetrahydro-2H-pyran-4-yl)-1H-pyrazol-4-yl)oxy)-7-(1H-pyrazol-4-yl)quinoline